FC=1C=C(CC=2C=CC(=NC2)NC(=O)C2=NN(C(C(C2)C)=O)C)C=CC1 N-(5-(3-fluorobenzyl)pyridin-2-yl)-1,5-dimethyl-6-oxo-1,4,5,6-tetrahydropyridazine-3-carboxamide